FC=1C=C(C=C(C1OC1=C2C(=NC=C1)NC=C2C2=C(C=C(C=C2)OC(C)C)F)F)NC=2OC[C@@](CN2)(C)CO |r| (+/-)-[2-{[3,5-difluoro-4-({3-[2-fluoro-4-(propan-2-yloxy)phenyl]-1H-pyrrolo[2,3-b]pyridin-4-yl}oxy)phenyl]amino}-5-methyl-5,6-dihydro-4H-1,3-oxazin-5-yl]methanol